4-cyanophenyl-acetyl chloride C(#N)C1=CC=C(C=C1)CC(=O)Cl